[N-](S(=O)(=O)C(F)(F)F)S(=O)(=O)C(F)(F)F.C(CCCCCCCCCCCCCCC)N1C=[N+](C=C1)CCCCCCCCCCCCCCCC 1,3-dihexadecylimidazol-3-ium bistrifluoromethanesulfonimide